NC(C(=O)OC)CCCOC1=C(C(=CC(=C1)Cl)Cl)CN1C=NC=2C(=NC=C(C21)Cl)N Methyl 2-amino-5-(2-((4-amino-7-chloro-1H-imidazo[4,5-c]pyridin-1-yl)methyl)-3,5-dichloro phenoxy)pentanoat